N-(5-(2-(4-(trifluoromethyl)phenoxy)ethyl)-1H-indol-3-yl)ethanesulfonamide FC(C1=CC=C(OCCC=2C=C3C(=CNC3=CC2)NS(=O)(=O)CC)C=C1)(F)F